C(C)(C)(C)OC(=O)C1=CC(=CC2=NC3=CC=CC=C3C=C12)C=1OCC(N1)C(=O)OC Methyl 2-{1-[(tert-butoxy) carbonyl] acridin-3-yl}-4,5-dihydro-1,3-oxazole-4-carboxylate